(4-aminotetrahydro-2H-pyran-4-yl)methanol NC1(CCOCC1)CO